2-amino-3-chloro-6-(4-{[(3R)-1-methylpiperidin-3-yl]amino}phthalazin-1-yl)phenol NC1=C(C(=CC=C1Cl)C1=NN=C(C2=CC=CC=C12)N[C@H]1CN(CCC1)C)O